C(#N)N1CC2(C(NC3=CC=C(C=C3C2)C2=CC=C(C(=O)N(C)C)C=C2)=O)CC1 4-(1-Cyano-2'-oxo-1',4'-dihydro-2'H-spiro[pyrrolidine-3,3'-quinolin]-6'-yl)-N,N-dimethylbenzamide